N1CCC(CC1)N1N=CC(=C1)N1C(NC(CC1)=O)=O 1-(1-(Piperidin-4-yl)-1H-pyrazol-4-yl)dihydropyrimidine-2,4(1H,3H)-dione